CN(CCOC1=CC=C(C=C1)CC1C(NC(S1)=O)=O)C1=NC=CC=C1 5-{[4-(2-(methyl-2-pyridinyl-amino)-ethoxy)phenyl]methyl}-thiazolidine-2,4-dione